NC1=NC=C(C2=C1C(=NN2C)C2=CC(=C(C=C2)NS(=O)(=O)C)O[C@@H](C)C2=CC=C(C=C2)F)C=2C=NN(C2)C2CCOCC2 (S)-N-(4-(4-amino-1-methyl-7-(1-(tetrahydro-2H-pyran-4-yl)-1H-pyrazol-4-yl)-1H-pyrazolo[4,3-c]pyridin-3-yl)-2-(1-(4-fluorophenyl)ethoxy)phenyl)methanesulfonamide